C(C)OC(CN1C(C=CC2=CC=C(C(=C12)CC=C)F)=O)=O 2-(8-allyl-7-fluoro-2-oxoquinolin-1(2H)-yl)acetic acid ethyl ester